FC=1C=C(CN2[C@@H](C(N(CC2=O)C2=NC=C(C=C2F)OC)=O)C2COC2)C=CC1C (R)-4-(3-fluoro-4-methylbenzyl)-1-(3-fluoro-5-methoxypyridin-2-yl)-3-(oxetan-3-yl)piperazine-2,5-dione